((6-(difluoromethoxy)-2-(3'-(6-(difluoromethoxy)-5-((3-hydroxyazetidin-1-yl)methyl)benzo[d]oxazol-2-yl)-2,2'-dimethyl-[1,1'-biphenyl]-3-yl)benzo[d]oxazol-5-yl)methyl)-L-proline FC(OC1=CC2=C(N=C(O2)C=2C(=C(C=CC2)C2=C(C(=CC=C2)C=2OC3=C(N2)C=C(C(=C3)OC(F)F)CN3CC(C3)O)C)C)C=C1CN1[C@@H](CCC1)C(=O)O)F